C1(=CC=CC=C1)S(=O)(=O)N1C(=CC=2C1=NC=CC2Br)C 1-(Benzenesulfonyl)-4-bromo-2-methyl-pyrrolo[2,3-b]pyridine